C1=C(C=CC2=CC=CC=C12)N[C@@H]1CNCC1 (S)-N-(naphthalen-2-yl)pyrrolidin-3-amine